tert-Butyl 7-chloro-1-(5-formyl-2-methyl-3-thienyl)-3,4-dihydroisoquinoline-2(1H)-carboxylate ClC1=CC=C2CCN(C(C2=C1)C1=C(SC(=C1)C=O)C)C(=O)OC(C)(C)C